N[C@@H](C)C1=CC(=C(C(=O)OC)C=C1)C methyl (S)-4-(1-aminoethyl)-2-methylbenzoate